NC(CN1S(C=2N(C(C1)C(=O)O)C(C=C(C2C2=CC(=CC=C2)C(F)(F)F)CC2=CC=CC1=CC=CC=C21)=O)(=O)=O)=O 2-(2-amino-2-oxoethyl)-8-(naphthalen-1-ylmethyl)-6-oxo-9-(3-(trifluoromethyl)phenyl)-3,4-dihydro-2H,6H-pyrido[1,2-e][1,2,5]thiadiazine-4-carboxylic acid 1,1-dioxide